BrC1=CC(=C(C(=O)NC2CC2)C(=C1)OC)F 4-bromo-N-cyclopropyl-2-fluoro-6-methoxy-benzamide